(S)-N-((6-chloro-1-(cis-3-(methylsulfonyl)cyclobutoxy)-2,7-naphthyridin-4-yl)(cyclopropyl)methyl)-2-methylpropane-2-sulfinamide ClC=1C=C2C(=CN=C(C2=CN1)O[C@@H]1C[C@@H](C1)S(=O)(=O)C)C(N[S@@](=O)C(C)(C)C)C1CC1